C(C)(C)(C)OC(=O)N1CCC2(C(CC2)N2CC3=C(C=C(C=C3CC2)C(=O)OC)F)CC1 methyl 2-(7-tert-butoxycarbonyl-7-azaspiro[3.5]nonan-3-yl)-8-fluoro-3,4-dihydro-1H-isoquinoline-6-carboxylate